tert-Butyl 5,7-dioxo-2,6-diazaspiro[3.5]nonane-2-carboxylate O=C1C2(CN(C2)C(=O)OC(C)(C)C)CCC(N1)=O